Cl.ClC=1C=C(CNCCC2=C(NC3=CC=CC=C23)C)C=C(C1)C N-(3-chloro-5-methylbenzyl)-2-(2-methyl-1H-indol-3-yl)ethan-1-amine hydrochloride